F[C@@H]1[C@H](CNCC1)NC1=NC=CC(=N1)C1=CN=C2N1C=C(C=C2)C(C)(C)O 2-(3-(2-(((3S,4S)-4-fluoropiperidin-3-yl)amino)pyrimidin-4-yl)imidazo[1,2-a]pyridin-6-yl)propan-2-ol